N1(N=CN=C1)C1=CC=C(C=C1)NC1=C(C=CC(=C1)C=1C(=NOC1C)C)C N-(4-(1H-1,2,4-triazol-1-yl)phenyl)-5-(3,5-dimethylisoxazol-4-yl)-2-methylaniline